2-bromo-N'-[5-[6-(2,2-difluoro-1-methyl-ethoxy)-3-pyridyl]pyrazin-2-yl]-2,2-difluoro-acetohydrazide BrC(C(=O)NNC1=NC=C(N=C1)C=1C=NC(=CC1)OC(C(F)F)C)(F)F